ClC1=C(C=CC(=N1)N1CCC2(CC2)CC1)C(F)(F)F 6-(6-chloro-5-(trifluoromethyl)pyridin-2-yl)-6-azaspiro[2.5]octane